1,1'-biphenyl-2,2',6,6'-tetramethanol C=1(C(=CC=CC1CO)CO)C=1C(=CC=CC1CO)CO